4-(benzylamino)-6-(2-furyl)-2-methyl-pyrimidine-5-carbonitrile C(C1=CC=CC=C1)NC1=NC(=NC(=C1C#N)C=1OC=CC1)C